[Fe](Cl)(Cl)Cl.C(CN)N ethylenediamine iron (III) chloride